1-(4-(5-chloro-7-fluoro-6-(5-methyl-1H-indazol-4-yl)-2,1-benzothiazol-3-yl)-3-(difluoromethyl)-1-piperazinyl)-2-propen-1-one ClC=1C(=C(C=2C(=C(SN2)N2C(CN(CC2)C(C=C)=O)C(F)F)C1)F)C1=C2C=NNC2=CC=C1C